C(C)OC(COC1CCC2(CN(C2)CC2(CC2)COC=2N=CC3=C(N2)C(=C(N=C3)C3=CC(=CC2=CC=C(C(=C32)CC)F)OCOC)F)CC1)=O 2-((1-((7-(2-ethoxy-2-oxoethoxy)-2-azaspiro[3.5]non-2-yl)methyl)cyclopropyl)methoxy)-7-(8-ethyl-7-fluoro-3-(methoxymethoxy)naphthalen-1-yl)-8-fluoropyrido[4,3-d]pyrimidine